CN1N=CC2=CC(=CC=C12)C(=O)NC1=CC2=C(C=N1)N=C(N2COCC[Si](C)(C)C)C2N(CCC2)C 1-methyl-N-[2-(1-methylpyrrolidin-2-yl)-1-[[2-(trimethylsilyl)ethoxy]methyl]imidazo[4,5-c]pyridin-6-yl]indazole-5-carboxamide